1-(trans-5-((2-methyl-3-(trifluoromethyl)benzyl)oxy)octa-hydrocyclopenta[c]pyrrole-2-carbonyl)-1H-pyrazole-3-carboxylic acid CC1=C(COC2CC3C(CN(C3)C(=O)N3N=C(C=C3)C(=O)O)C2)C=CC=C1C(F)(F)F